COC=1C=C(C=CC1)C1=CC(=NC(=N1)N)NCC1=CC=C(C=C1)OC(F)(F)F 6-(3-Methoxyphenyl)-N4-(4-(trifluoromethoxy)benzyl)pyrimidine-2,4-diamine